2-(trimethoxysilyl)propyl-succinic anhydride CO[Si](C(CC1C(=O)OC(C1)=O)C)(OC)OC